5'-methoxy-2',6-dimethyl-N-(6-(4-(trifluoromethoxy)phenyl)thiazolo[4,5-b]pyrazin-2-yl)-[4,4'-bipyridine]-3-carboxamide COC=1C(=CC(=NC1)C)C1=C(C=NC(=C1)C)C(=O)NC=1SC=2C(=NC=C(N2)C2=CC=C(C=C2)OC(F)(F)F)N1